C(#N)C=1C(=NC(=C(C1CC)C#N)N1CCNC(CC1)=O)SC(C(=O)N)C1=CC=CC=C1 2-{[3,5-dicyano-4-ethyl-6-(5-oxo-1,4-diazepan-1-yl)pyridin-2-yl]Sulfanyl}-2-phenylacetamide